((S)-1-(2-((S)-2-cyanopyrrolidin-1-yl)-2-oxoethyl)pyrrolidin-3-yl)benzofuran-6-carboxamide C(#N)[C@H]1N(CCC1)C(CN1C[C@H](CC1)C=1OC2=C(C1)C=CC(=C2)C(=O)N)=O